3-methoxy-7-(6-methyl-3-(1-(((2S,3S)-7-methyl-2,3-diphenyl-1,4-dioxaspiro[4.4]nonan-7-yl)methyl)-1H-pyrazol-4-yl)pyridin-2-yl)cinnoline COC=1N=NC2=CC(=CC=C2C1)C1=NC(=CC=C1C=1C=NN(C1)CC1(CC2(O[C@H]([C@@H](O2)C2=CC=CC=C2)C2=CC=CC=C2)CC1)C)C